2-(cyclobutylmethyl)-5-(3-(difluoromethyl)imidazo[1,2-b]pyridazin-6-yl)-7H-pyrrolo[2,3-d]pyrimidine C1(CCC1)CC=1N=CC2=C(N1)NC=C2C=2C=CC=1N(N2)C(=CN1)C(F)F